(R)-1-(4-(8-((2-fluoro-4-((6-fluoro-1,7-dimethyl-1H-benzo[d][1,2,3]triazol-5-yl)oxy)-3-methylphenyl)amino)pyrimido[5,4-d]pyrimidin-2-yl)-2-methylpiperazin-1-yl)prop-2-en-1-one FC1=C(C=CC(=C1C)OC1=CC2=C(N(N=N2)C)C(=C1F)C)NC1=NC=NC2=C1N=C(N=C2)N2C[C@H](N(CC2)C(C=C)=O)C